[W](=[Se])=[Se] tungsten-diselenide